ClC=1C(=NC(=NC1)NC1=C(C=C(C=C1)N1CCC(CC1)NCCCCCCNC=1C=C2CN(C(C2=CC1)=O)C1C(NC(CC1)=O)=O)OC)NC1=C(C=CC=C1)P(=O)(OC)OC 3-(5-((6-((1-(4-((5-chloro-4-((2-(dimethylphosphono)phenyl)amino)pyrimidin-2-yl)amino)-3-methoxyphenyl)piperidin-4-yl)amino)hexyl)amino)-1-oxoisoindolin-2-yl)piperidine-2,6-dione